FC(C=1C=C(C=CC1)C=1NC(=NN1)S)(F)F 5-(3-trifluoromethylphenyl)-4H-[1,2,4]-triazole-3-thiol